1-(bromomethyl)-1-methylcyclobutane BrCC1(CCC1)C